[8-(1-hexylheptoxy)-8-oxo-octyl](2S)-4-hydroxy-1-(6-oxo-6-undecoxy-hexyl)pyrrolidine-2-carboxylate C(CCCCC)C(CCCCCC)OC(CCCCCCCOC(=O)[C@H]1N(CC(C1)O)CCCCCC(OCCCCCCCCCCC)=O)=O